O1COCC2=C1C=CC(=C2)C(N2CCN(CC2)C(=O)N2N=CN=C2)C2=CC1=C(OCOC1)C=C2 (4-(bis(4H-benzo[d][1,3]dioxin-6-yl)methyl)piperazin-1-yl)(1H-1,2,4-triazol-1-yl)methanone